N1C(=NC2=C1C=CC=C2)C2=C(C(=CC=C2)Cl)C=2C(=CC(=CC2)C(N[C@H](CCC)C2=CC=CC=C2)=O)C(=O)O (S)-2'-(1H-1,3-benzodiazol-2-yl)-6'-chloro-4-{[(1R)-1-phenylbutyl]carbamoyl}[1,1'-biphenyl]-2-carboxylic acid